FC1(CCC(OC1)C1=NC(=NC=C1C)C(=O)O)F 4-(5,5-Difluorotetrahydro-2H-pyran-2-yl)-5-methylpyrimidine-2-carboxylic acid